C(C)(C)C1=CNC2=CN=C(C=C21)CC2=C(C=C(C=C2C)N2N=C(C(NC2=O)=O)C#N)C 4-((3-isopropyl-1H-pyrrolo[2,3-c]pyridin-5-yl)methyl)-3,5-dimethylphenyl-3,5-dioxo-2,3,4,5-tetrahydro-1,2,4-triazine-6-carbonitrile